N3-methyl-1-((S)-1-phenylethyl)-1H-pyrazole-3,5-dicarboxamide CNC(=O)C1=NN(C(=C1)C(=O)N)[C@@H](C)C1=CC=CC=C1